acryloyloxypropyl hydrogen tetrahydrophthalate C(C1C(C(=O)O)CCC=C1)(=O)OCCCOC(C=C)=O